The molecule is a sialotriaosylceramide that is ganglioside GM2 (18:0) in which the sialo N-acetyl group has been deacetylated. It derives from a ganglioside GM2 (18:0). CCCCCCCCCCCCCCCCCC(=O)N[C@@H](CO[C@H]1[C@@H]([C@H]([C@@H]([C@H](O1)CO)O[C@H]2[C@@H]([C@H]([C@H]([C@H](O2)CO)O[C@H]3[C@@H]([C@H]([C@H]([C@H](O3)CO)O)O)NC(=O)C)O[C@@]4(C[C@@H]([C@H]([C@@H](O4)CO)N)O)C(=O)O)O)O)O)[C@@H](/C=C/CCCCCCCCCCCCC)O